C(C)C1=C(N=C(C(=N1)C(=O)N)NC1=CC(=CC=C1)CCNC([C@H](C)N(C(C=C)=O)C)=O)C (S)-6-ethyl-5-methyl-3-((3-(2-(2-(N-methylacrylamido)propanamido)ethyl)phenyl)amino)pyrazine-2-carboxamide